CC1=CC[C@@]2([C@H]1C2)[C@H](C)CCC=C(C)C The molecule is a sesquiterpene that consists of (1S,5R)-2-methylbicyclo[3.1.0]hex-2-ene having a (2R)-6-methylhept-5-en-2-yl group attached at position 5. It has a role as a metabolite.